3-hydroxypyridine hexafluorophosphate F[P-](F)(F)(F)(F)F.OC=1C=NC=CC1